n-methyl-gamma-aminopropyl-triethoxysilane CNCCC[Si](OCC)(OCC)OCC